ClC1=CC2=C(C=C3N2C(=NN(C3=O)CC(=O)O)C3CC3)S1 2-(2-Chloro-5-cyclopropyl-8-oxothieno[2',3':4,5]pyrrolo[1,2-d][1,2,4]triazin-7(8H)-yl)acetic acid